FC(C(F)(F)F)F.FC(C(F)(F)F)F.[Li] Lithium bis(pentafluoroethane)